(S)-(3-(dimethylamino)pyrrolidin-1-yl)(3-(phenylethynyl)-1H-indazol-5-yl)methanone CN([C@@H]1CN(CC1)C(=O)C=1C=C2C(=NNC2=CC1)C#CC1=CC=CC=C1)C